FC(CCN1C[C@@H](CC1)CC=1SC(=CN1)C=O)F (S)-2-((1-(3,3-difluoropropyl)pyrrolidin-3-yl)methyl)thiazole-5-carbaldehyde